5-Bromo-1H-indole-3-carboxylic acid BrC=1C=C2C(=CNC2=CC1)C(=O)O